N-(3-(5-(4-chlorophenyl)-1H-pyrrolo[2,3-b]pyridine-3-carbonyl)-2,4-difluorophenyl)-2-hydroxypropane-1-sulfonamide ClC1=CC=C(C=C1)C=1C=C2C(=NC1)NC=C2C(=O)C=2C(=C(C=CC2F)NS(=O)(=O)CC(C)O)F